(R)-2-(6-(1-(2-fluoro-5-(trifluoromethoxy)benzyl)-1H-pyrazol-3-yl)pyridin-2-yl)-2-hydroxypropane-1-sulfonamide FC1=C(CN2N=C(C=C2)C2=CC=CC(=N2)[C@@](CS(=O)(=O)N)(C)O)C=C(C=C1)OC(F)(F)F